C(#N)C1=CC=CC(=N1)N1CC2(CCN2C(=O)OC(C)(C)C)C1 tert-butyl 6-(6-cyanopyridin-2-yl)-1,6-diazaspiro[3.3]heptane-1-carboxylate